methyl 2-[ethyl-[3-[6-(methoxycarbonylamino)-3-pyridyl]imidazo[1,2-a]pyridine-6-carbonyl]amino]benzoate C(C)N(C1=C(C(=O)OC)C=CC=C1)C(=O)C=1C=CC=2N(C1)C(=CN2)C=2C=NC(=CC2)NC(=O)OC